1-methylindazol-6-amine CN1N=CC2=CC=C(C=C12)N